3-(4-methoxybenzyl)-6-(4-methoxyphenyl)-3-azabicyclo[3.1.0]Hexane-2,4-dione COC1=CC=C(CN2C(C3C(C3C2=O)C2=CC=C(C=C2)OC)=O)C=C1